2-(1-methylpiperidin-4-yl)-5-((1S,5R)-5-(trifluoromethyl)-3-azabicyclo[3.1.0]hexane-1-yl)-1,3,4-oxadiazole CN1CCC(CC1)C=1OC(=NN1)[C@@]12CNC[C@]2(C1)C(F)(F)F